4-cyano-2-(2,6-dichloropyridin-4-yl)-N-[(methylaminomethylsulfonyl)amino]benzamide C(#N)C1=CC(=C(C(=O)NNS(=O)(=O)CNC)C=C1)C1=CC(=NC(=C1)Cl)Cl